C(CCC)C(C(=O)OCCCCCC(=O)OCC(CO)(CO)COC(CCCCCOC(C(CCCCCC)CCCC)=O)=O)CCCCCC [6-[2-[6-(2-butyloctanoyloxy)hexanoyloxymethyl]-3-hydroxy-2-(hydroxymethyl)propoxy]-6-oxo-hexyl] 2-butyloctan-oate